((4,6-dimethyl-2-oxo-1,2-dihydropyridin-3-yl)methyl)-3-(ethyl-(tetrahydro-2H-pyran-4-yl)amino)-2-methyl-5-(2-morpholino-2,3-dihydro-1H-inden-5-yl)benzamide CC1=C(C(NC(=C1)C)=O)CC1=C(C(=C(C(=O)N)C=C1C=1C=C2CC(CC2=CC1)N1CCOCC1)C)N(C1CCOCC1)CC